CN1N=NC(=C1NC(O[C@H](C)C1=CSC=C1Cl)=O)C1=NC(=C(C=C1)NS(=O)(=O)C)C (R)-1-(4-chloro-thiophen-3-yl)ethyl (1-methyl-4-(6-methyl-5-(methyl-sulfonamido)pyridin-2-yl)-1H-1,2,3-triazol-5-yl)carbamate